C1(=C(C=CC=C1)CC)C 1-(o-tolyl)ethane